ClC1=C(C(=C(C=C1Cl)C(C)N1N=C(C=2C1=NC=NC2N)C)OC)C2CN(C2)CC 1-{1-[4,5-Dichloro-3-(1-ethylazetidin-3-yl)-2-methoxyphenyl]ethyl}-3-methyl-1H-pyrazolo[3,4-d]pyrimidin-4-amine